bis(isopropyl)ammonium tetrakis(pentafluorophenyl)borate (S)-1-(4-((4-((R)-2-acetoxy-3-chloropropoxy)-3,5-dichlorophenyl)sulfonyl)phenoxy)-3-morpholinopropan-2-yl-acetate C(C)(=O)O[C@H](COC1=C(C=C(C=C1Cl)S(=O)(=O)C1=CC=C(OC[C@H](CN2CCOCC2)CC(=O)[O-])C=C1)Cl)CCl.FC1=C(C(=C(C(=C1[B-](C1=C(C(=C(C(=C1F)F)F)F)F)(C1=C(C(=C(C(=C1F)F)F)F)F)C1=C(C(=C(C(=C1F)F)F)F)F)F)F)F)F.C(C)(C)[NH2+]C(C)C.C(C)(C)[NH2+]C(C)C